tert-butyl 5-((2-(4-chlorobenzyl)pyrimidin-4-yl)oxy)hexahydrocyclopenta[c]pyrrole-2(1H)-carboxylate ClC1=CC=C(CC2=NC=CC(=N2)OC2CC3C(CN(C3)C(=O)OC(C)(C)C)C2)C=C1